7-isopropyl-1'-(6-methoxyquinoline-3-carbonyl)spiro[isochroman-3,4'-piperidine]-1-one C(C)(C)C1=CC=C2CC3(CCN(CC3)C(=O)C=3C=NC4=CC=C(C=C4C3)OC)OC(C2=C1)=O